2-ethyl-3-ethyl-1,6-heptanediol C(C)C(CO)C(CCC(C)O)CC